N-[3-[2-(difluoromethoxy)-5-(2-hydroxy-1-methyl-ethyl)sulfonyl-phenyl]-1-methyl-pyrazol-4-yl]pyrazolo[1,5-a]pyrimidine-3-carboxamide FC(OC1=C(C=C(C=C1)S(=O)(=O)C(CO)C)C1=NN(C=C1NC(=O)C=1C=NN2C1N=CC=C2)C)F